2,5-dichloro-1,3-dibromobenzene ClC1=C(C=C(C=C1Br)Cl)Br